ClC=1C(=C(C=CC1)NC(C)=O)C(=O)C1=NC=CC=C1Cl N-[3-chloro-2-(3-chloropyridine-2-carbonyl)phenyl]Acetamide